3-sulfopropyl-acrylic acid potassium salt [K+].S(=O)(=O)([O-])CCCC(C(=O)[O-])=C.[K+]